(S)-tert-butyl 4-(2-bromo-5-chlorophenethyl)-2-((4-(methylsulfonyl)phenoxy)methyl)piperazine-1-carboxylate BrC1=C(CCN2C[C@H](N(CC2)C(=O)OC(C)(C)C)COC2=CC=C(C=C2)S(=O)(=O)C)C=C(C=C1)Cl